2-(4-ethylbenzoyl)benzoic acid C(C)C1=CC=C(C(=O)C2=C(C(=O)O)C=CC=C2)C=C1